FC(C1=C(OCC2=C(C=C(C=C2)C2C=3C(NC(C2)=O)=NNC3)OC)C=CC(=C1)C(F)(F)F)F (+)-4-(4-{[2-(Difluoromethyl)-4-(trifluoromethyl)phenoxy]methyl}-3-methoxyphenyl)-2H,4H,5H,6H,7H-pyrazolo[3,4-b]pyridin-6-on